COC1=CC=C(C=C1)CCNC(=O)C=1C(NC=CC1)=S N-[2-(4-methoxyphenyl)eth-yl]-2-thioxo-1,2-dihydropyridine-3-carboxamide